C(N)(=O)C1C[C@]2(CC1)CNC1=NC=C(C(=C12)Cl)C1=CNC2=C(C=CC=C12)N1C(CN(CC1)C(=O)OC(C)(C)C)=O |r| tert-butyl 4-[3-[(1RS,3SR)-3'-carbamoyl-4-chloro-spiro[1,2-dihydropyrrolo[2,3-b]pyridine-3,1'-cyclopentane]-5-yl]-1H-indol-7-yl]-3-oxo-piperazine-1-carboxylate